2-chloro-N-(1-ethyl-1H-tetrazol-5-yl)-3-(isopropylthio)-4-(methylsulfonyl)benzamide ClC1=C(C(=O)NC2=NN=NN2CC)C=CC(=C1SC(C)C)S(=O)(=O)C